OC(CN(CCOCCN(CC(CCCCCCCCCCCC)O)CCN1CCN(CC1)CCOCCN(CC(CCCCCCCCCCCC)O)CC(CCCCCCCCCCCC)O)CC(CCCCCCCCCCCC)O)CCCCCCCCCCCC 1-[(2-{2-[bis(2-hydroxytetradecyl)amino]ethoxy}ethyl)({2-[4-(2-{2-[bis(2-hydroxytetradecyl)amino]ethoxy}ethyl)piperazin-1-yl]ethyl})amino]tetradecan-2-ol